L-3,6-dichloro-2-methoxybenzoic acid ClC=1C(=C(C(=O)O)C(=CC1)Cl)OC